5-(1H-indole-3-yl)-2-(2-methoxyphenyl)oxazole-4-carboxylic acid N1C=C(C2=CC=CC=C12)C1=C(N=C(O1)C1=C(C=CC=C1)OC)C(=O)O